C(#N)C1=CC(=C(C(=O)NC=2SC=3C(=NC=C(N3)C#CC3CC3)N2)C=C1)C1=CC(=NC=C1OC)C(F)F 4-cyano-N-(6-(cyclopropylethynyl)thiazolo[4,5-b]pyrazin-2-yl)-2-(2-(difluoromethyl)-5-methoxypyridin-4-yl)benzamide